6-fluoro-4-(phenylcarbamoyl)-3,4-dihydronaphthalene-2,2(1H)-dicarboxylic acid diethyl ester C(C)OC(=O)C1(CC2=CC=C(C=C2C(C1)C(NC1=CC=CC=C1)=O)F)C(=O)OCC